COC1=CN=CC=2N=C(N=C(C21)O)C=2C=NN(C2C)COCC[Si](C)(C)C 5-methoxy-2-(5-methyl-1-((2-(trimethylsilyl)ethoxy)methyl)-1H-pyrazol-4-yl)pyrido[3,4-d]pyrimidin-4-ol